O=C1N(CC2=CC=C(C=C12)C(F)(F)F)C1C(NC(CC1)=O)=O 3-(1-oxo-6-(trifluoromethyl)isoindolin-2-yl)piperidine-2,6-dione